ClC1=NC(=CN=C1)N1CCCCC1 2-chloro-6-(piperidin-1-yl)pyrazine